COC1=C(C=CC(=C1)C)SC1=CC=C(C=C1)C (2-methoxy-4-methylphenyl)(p-tolyl)sulfane